3-Phenyl-1,3-dihydro-2,1-benzothiazol-2,2-dioxid C1(=CC=CC=C1)C1S(NC2=C1C=CC=C2)(=O)=O